FC(S(=O)(=O)NC1=C(C=CC=C1)C1=CC=C2[C@@H]([C@H](COC2=C1)CC1=NC=CC=C1)O)F 1,1-Difluoro-N-(2-((3S,4R)-4-hydroxy-3-(pyridin-2-ylmethyl)chroman-7-yl)phenyl)methanesulfonamide